3-amino-1-[2-(1,3-benzothiazole-6-sulfonyl)-2H,4H,5H,6H-pyrrolo[3,4-c]pyrazol-5-yl]-2-phenylpropan-1-one NCC(C(=O)N1CC2=NN(C=C2C1)S(=O)(=O)C1=CC2=C(N=CS2)C=C1)C1=CC=CC=C1